(4-(2-fluoro-4-(1H-pyrazol-4-yl)phenyl)piperidin-1-yl)(2-hydroxycyclohexyl)methanone FC1=C(C=CC(=C1)C=1C=NNC1)C1CCN(CC1)C(=O)C1C(CCCC1)O